Methyl 4-((4-(morpholinomethyl)phenyl)ethynyl)benzoate O1CCN(CC1)CC1=CC=C(C=C1)C#CC1=CC=C(C(=O)OC)C=C1